2-(4-Iodo-1-cyclobutyl-1H-pyrazol-3-yl)-2-methylpropanenitrile IC=1C(=NN(C1)C1CCC1)C(C#N)(C)C